C(C)(C)(C)C=1C(=C(C=C(C1)CCC(=O)OCCCCCCCC)N1N=C2C(=N1)C=CC=C2)O 2-(3'-tert-butyl-2'-hydroxy-5'-(2-octyloxycarbonylethyl)phenyl)-benzo-triazole